FC=1C=C(CNC(C2=CC(C(=O)NC3=CC=CC=C3)=C(C=C2F)C#C)=O)C=CC1F N1-(3,4-difluorobenzyl)-4-ethynyl-6-fluoro-N3-phenylisophthalamide